O=C1C(=C(C=NN1)N[C@H](COCCC(=O)N1CC(CC1)OC=1SC(=CN1)C#N)C)C(F)(F)F 2-((1-(3-((S)-2-((6-Oxo-5-(trifluoromethyl)-1,6-dihydropyridazin-4-yl)amino)propoxy)propanoyl)pyrrolidin-3-yl)oxy)thiazole-5-carbonitrile